N-(1-methylpiperidin-4-yl)-6-[5-(prop-2-enamido)-1H-indol-3-yl]pyridine-2-carboxamide CN1CCC(CC1)NC(=O)C1=NC(=CC=C1)C1=CNC2=CC=C(C=C12)NC(C=C)=O